C1(CCC1)CO[C@@H](CC1=NC2=C(N1C)C=CC(=C2)CC(=O)O)[C@H](O)C2=CC(=C(C(=C2)OC)C)OC [2-[(2S,3R)-2-(cyclobutylmethoxy)-3-(3,5-dimethoxy-4-methyl-phenyl)-3-hydroxy-propyl]-1-methyl-benzimidazol-5-yl]acetic acid